N=1NN=NC1NC[C@H](CC1=NNC2=CC=CC=C12)NC([C@H](CC1=CC=C(C=C1)O)NC(=O)C12CC3CC(CC(C1)C3)C2)=O (3S,5S,7S)-N-((S)-1-(((S)-1-((2H-tetrazol-5-yl)amino)-3-(1H-indazol-3-yl)propan-2-yl)amino)-3-(4-hydroxyphenyl)-1-oxopropan-2-yl)adamantane-1-carboxamide